N-(5-(2-(dimethylamino)vinyl)-1,2,4-triazin-3-yl)tertiaryamyl-amide CN(C=CC=1N=C(N=NC1)[N-]C(C)(C)CC)C